4-(azetidin-1-ylsulfonyl)-N-(1-(3,3-difluorocyclobutyl)-2-oxo-1,2-dihydropyridin-3-yl)-2-(4,4-dimethyl-1,4-azasilinan-1-yl)benzamide N1(CCC1)S(=O)(=O)C1=CC(=C(C(=O)NC=2C(N(C=CC2)C2CC(C2)(F)F)=O)C=C1)N1CC[Si](CC1)(C)C